COCCN(CCOC=1N=CC(=NC1)C(=O)N)CCOC 5-(2-(bis(2-methoxyethyl)amino)ethoxy)-pyrazine-2-carboxamide